C1(CC1)C=1N=C(NC1CC)C1=CC=CC(=N1)N1CCN(CCC1)C1CCN(CC1)C(C)C 1-[6-(4-Cyclopropyl-5-ethyl-1H-imidazol-2-yl)pyridine-2-yl]-4-[1-(propan-2-yl)piperidin-4-yl]-1,4-diazepane